[Zn].[Na] sodium zinc salt